(E)-4-amino-3-cyano-2-(3,3-dimethyl-2-oxocyclopentyl)-4-oxobut-2-enoic acid ethyl ester C(C)OC(\C(=C(\C(=O)N)/C#N)\C1C(C(CC1)(C)C)=O)=O